(3R,7R)-9-((R*)-1-(2-(cyclopropylamino)pyrimidin-5-yl)ethyl)-2-(3,4-dichlorobenzoyl)-3,7-dimethyl-1,2,3,4,8,9-hexahydropyrido[4',3':3,4]pyrazolo[1,5-a]pyrazin-10(7H)-one C1(CC1)NC1=NC=C(C=N1)[C@@H](C)N1C(C=2N([C@@H](C1)C)N=C1C2CN([C@@H](C1)C)C(C1=CC(=C(C=C1)Cl)Cl)=O)=O |o1:10|